2,6,6-TRIMETHYL-3-CYCLOHEXEN CC1CC(CC=C1)(C)C